8-(3-methyl-1-(oxetan-3-yl)-1H-pyrazolo[3,4-d]pyrimidin-6-yl)-2-(6-(trifluoromethyl)pyridin-3-yl)-2,8-diazaspiro[4.5]decane CC1=NN(C2=NC(=NC=C21)N2CCC1(CCN(C1)C=1C=NC(=CC1)C(F)(F)F)CC2)C2COC2